ClC1=C(C(=NC(=N1)C)N)C=C 6-chloro-2-methyl-5-vinyl-4-pyrimidinamine